ClC1=C(C=2N=C(N=C(C2C=N1)N1[C@@H]2[C@@H](CC[C@H]1CC2)O)OC[C@]21CCCN1C[C@@H](C2)F)F (1S,2R,5R)-8-(7-chloro-8-fluoro-2-(((2R,7aS)-2-fluorotetrahydro-1H-pyrrolizin-7a(5H)-yl)methoxy)pyrido[4,3-d]pyrimidin-4-yl)-8-azabicyclo[3.2.1]octan-2-ol